4,5,6,7-tetrahydro-5-methylimidazo[4,5,1-jk][1,4]benzodiazepin-2(1H)-one CC1CN2C3=C(CN1)C=CC=C3NC2=O